ClC=1C=C(C=CC1F)N(C(=O)C1N(NC(C1)=O)C1=NC(=CC(=N1)C)C(F)(F)F)C N-(3-chloro-4-fluorophenyl)-N-methyl-2-(4-methyl-6-(trifluoromethyl)pyrimidin-2-yl)-5-oxopyrazolidine-3-carboxamide